S(=O)(=O)(O)C=1[NH2+]C=2C=CC3=C(C2C1S(=O)(=O)O)C=CC=C3 disulfobenzo[e]indol-3-ium